zinc bis(3-acryloxypropionate) C(C=C)(=O)OCCC(=O)[O-].C(C=C)(=O)OCCC(=O)[O-].[Zn+2]